3-[1-(2-methoxy-2-oxoethyl)-5-methyl-6-oxo-1,6-dihydropyridin-2-yl]propionic acid ethyl ester C(C)OC(CCC=1N(C(C(=CC1)C)=O)CC(=O)OC)=O